NC1=C(C(=O)O)C=C(C(=C1)Br)N1CCC2(COC2)CC1 2-Amino-4-bromo-5-(2-oxa-7-azaspiro[3.5]nonan-7-yl)benzoic acid